4-(3-(2-oxopiperidin-1-yl)propyl)-6-(trifluoromethyl)-2H-benzo[b][1,4]thiazin-3(4H)-one O=C1N(CCCC1)CCCN1C2=C(SCC1=O)C=CC(=C2)C(F)(F)F